N-(diphenylmethylene)-3-(2-methoxypyridin-4-yl)alanine ethyl ester C(C)OC([C@@H](N=C(C1=CC=CC=C1)C1=CC=CC=C1)CC1=CC(=NC=C1)OC)=O